8-fluoro-6-(4,4,5,5-tetramethyl-1,3,2-dioxaborolan-2-yl)quinoline-4-carboxamide FC=1C=C(C=C2C(=CC=NC12)C(=O)N)B1OC(C(O1)(C)C)(C)C